3-chloro-N,N-dimethyl-4-piperazin-1-yl-benzamide ClC=1C=C(C(=O)N(C)C)C=CC1N1CCNCC1